ClC1=C(C=2N=CN=C(C2S1)SCC(=O)O)C1CC1 2-((6-Chloro-7-cyclopropylthieno[3,2-d]pyrimidin-4-yl)thio)acetic acid